ClC=1C(NC2=CC(=CC=C2N1)OC)=O 3-chloro-7-methoxyquinoxalin-2-one